ClC=1C=C2C(=C3C4(NC(NC13)=O)CCCCC4)OC(=C2)C(=O)N2CCC(CC2)CCN(C)C 5'-chloro-2'-{4-[2-(dimethylamino)ethyl]piperidine-1-carbonyl}-7',8'-dihydro-6'H-spiro[cyclohexane-1,9'-furo[2,3-f]quinazoline]-7'-one